chloro-N,N,N',N'-tetramethylchloroformamidinium hexafluorophosphate F[P-](F)(F)(F)(F)F.ClC[N+](=C(N(C)C)Cl)C